6-phenyl-8-iodobenzo[b]naphtho[1,2-d]furan C1(=CC=CC=C1)C1=CC=2C=CC=CC2C=2C3=C(OC21)C(=CC=C3)I